fluoro-2-(naphthalen-1-yl)-1-tosyl-1H-benzo[d]imidazole FC1=CC=CC=2N(C(=NC21)C2=CC=CC1=CC=CC=C21)S(=O)(=O)C2=CC=C(C)C=C2